(2S,4R)-1-[(2S)-2-(4-cyclopropyltriazol-1-yl)-3,3-dimethyl-butanoyl]-4-hydroxy-N-[(3-methyl-4-oxo-phthalazin-1-yl)methyl]pyrrolidine-2-carboxamide C1(CC1)C=1N=NN(C1)[C@H](C(=O)N1[C@@H](C[C@H](C1)O)C(=O)NCC1=NN(C(C2=CC=CC=C12)=O)C)C(C)(C)C